1,3,5-tris(hydroxyethyl)-hexahydro-s-triazine OCCN1CN(CN(C1)CCO)CCO